ClC1=C(C=O)C=CC=C1C#N 2-chloro-3-cyanobenzaldehyde